myristyl ether hydrochloride Cl.C(CCCCCCCCCCCCC)OCCCCCCCCCCCCCC